CC1C[C@@]2(CN1)OC1=C(C2)C=CC=C1 (S)-5'-Methyl-3H-spiro[benzofuran-2,3'-pyrrolidin]